FC(C=1C=C(C=C(C1)C(F)(F)F)[C@@H](C)OC[C@]1(CC[C@]2(CCC(N2)=O)CN1)C1=CC=CC=C1)(F)F (5S,8S)-8-[{(1R)-1-(3,5-Bis-(trifluoromethyl)phenyl)-ethoxy}-methyl]-8-phenyl-1,9-diazaspiro[4.5]decan-2-one